6-(2-hydroxy-1,3-thiazol-5-yl)-N-(1-methylindazol-7-yl)pyridine-3-sulfonamide OC=1SC(=CN1)C1=CC=C(C=N1)S(=O)(=O)NC=1C=CC=C2C=NN(C12)C